7-Imino-5-(1H-indol-3-yl)-2-thioxo-2,3,7,8-tetrahydropyrimido[4,5-d]pyrimidin-4(1H)-one N=C1N=C(C2=C(N1)NC(NC2=O)=S)C2=CNC1=CC=CC=C21